2-amino-N-(2-methoxyethyl)-5-nitrobenzamide NC1=C(C(=O)NCCOC)C=C(C=C1)[N+](=O)[O-]